NC1=NC(=NS1)C1CN(CCC1)C(=O)OC(C)(C)C tert-butyl 3-(5-amino-1,2,4-thiadiazol-3-yl)piperidine-1-carboxylate